(S)-2-((4-(6-((4-methylbenzofuran-7-yl)methoxy)pyridin-2-yl)piperidin-1-yl)methyl)-1-(oxetane-2-ylmethyl)-1H-benzo[d]imidazole CC1=CC=C(C2=C1C=CO2)COC2=CC=CC(=N2)C2CCN(CC2)CC2=NC1=C(N2C[C@H]2OCC2)C=CC=C1